3-(3-(difluoromethoxy)phenyl)-1H-pyrazole FC(OC=1C=C(C=CC1)C1=NNC=C1)F